(R)-1-(3-(5-fluoro-2-(piperidin-3-ylamino)pyrimidin-4-yl)-7-methoxyimidazo[1,2-b]pyridazin-6-yl)pyrrolidin-2-one FC=1C(=NC(=NC1)N[C@H]1CNCCC1)C1=CN=C2N1N=C(C(=C2)OC)N2C(CCC2)=O